4-azido-2-fluoro-1-(methoxymethoxy)benzene N(=[N+]=[N-])C1=CC(=C(C=C1)OCOC)F